C(C1=CC=CC=C1)OC1=C(C=C(C=C1)[N+](=O)[O-])CCO 2-(2-(Benzyloxy)-5-nitrophenyl)ethanol